2-hydroxy-2-(naphthalen-2-yloxy)ethyl-acrylic acid OC(CC(C(=O)O)=C)OC1=CC2=CC=CC=C2C=C1